N-(3-nitrophenyl)thiophosphoric triamide [N+](=O)([O-])C=1C=C(C=CC1)NP(N)(N)=S